2-(4-aminophenyl)[1,2,4]triazolo[1,5-c]quinazolin NC1=CC=C(C=C1)C1=NN2C=NC=3C=CC=CC3C2=N1